C(C)(C)(C)OC(=O)NCCCC[C@@H](NC(CCOCCOCCOCCOCCOCCOC)=O)C(=O)OCCOCCOCCOCCOCCOCCN 17-amino-3,6,9,12,15-pentaoxaheptadecyl N6-(tert-butoxycarbonyl)-N2-(2,5,8,11,14,17-hexaoxaicosan-20-oyl)-D-lysinate